[(2R,4S)-4-(1H-Tetrazol-1-ylmethyl)-pyrrolidin-2-yl]methyloxyl-7-oxo-6-(sulfooxy)-1,6-diazabicyclo[3.2.1]octan-2-carboxamid N1(N=NN=C1)C[C@H]1C[C@@H](NC1)COC1(N2C(N(C(CC1)C2)OS(=O)(=O)O)=O)C(=O)N